3-(4-(1-methyl-1H-pyrazol-3-yl)-4H-1,2,4-triazol-3-yl)-2-(6-methyl-4-(trifluoromethyl)pyridin-2-yl)hexahydrocyclopenta[c]pyrrole-1(2H)-one CN1N=C(C=C1)N1C(=NN=C1)C1C2C(C(N1C1=NC(=CC(=C1)C(F)(F)F)C)=O)CCC2